ClC=1SC(=CN1)C1N/C(/N(C1)C)=N/C (Z)-4-(2-Chlorothiazol-5-yl)-N,1-dimethylimidazolidin-2-imine